Methyl 3-bromo-1H-pyrazolo[4,3-b]pyridine-5-carboxylate BrC1=NNC=2C1=NC(=CC2)C(=O)OC